2-[4-(dimethylamino)-2-pyridyl]-N,N-dimethyl-pyridin-4-amine CN(C1=CC(=NC=C1)C1=NC=CC(=C1)N(C)C)C